[Br-].NCCC[N+](CC(COCCCCCCCCCCCC)OCCCCCCCCCCCC)(C)C N-(3-aminopropyl)-N,N-dimethyl-2,3-bis(dodecyloxy)-1-propanaminium bromide